FC(S(=O)(=O)NC=1C=C(C=CC1)C1(CC1)NC(=O)C=1SC(=CC1)C1=NC(=CN=C1)OCC)F N-(1-(3-((difluoromethyl)sulfonamido)phenyl)cyclopropyl)-5-(6-ethoxypyrazin-2-yl)thiophene-2-carboxamide